Benzyl 4-(4-((tert-butoxycarbonyl)amino)-3-methoxyphenoxy)piperidine-1-carboxylate C(C)(C)(C)OC(=O)NC1=C(C=C(OC2CCN(CC2)C(=O)OCC2=CC=CC=C2)C=C1)OC